O-benzotriazole-1-yl-N,N,N',N'-tetramethyluronium hexafluorophosphate F[P-](F)(F)(F)(F)F.N1(N=NC2=C1C=CC=C2)OC(=[N+](C)C)N(C)C